C(C)(C)N(CCC1=CNC2=NC=C(C=C21)C#N)C 3-(2-(isopropyl(methyl)amino)ethyl)-1H-pyrrolo[2,3-b]pyridine-5-carbonitrile